(3S,4R)-3-((dimethylamino)methyl)-4-hydroxy-4-(3-methoxyphenyl)piperidine-1-carboxylic acid tert-butyl ester C(C)(C)(C)OC(=O)N1C[C@@H]([C@](CC1)(C1=CC(=CC=C1)OC)O)CN(C)C